ClC1=C(C=CC=C1)/C=C/C(=O)NNC(\C=C\C1=C(C=CC=C1)Cl)=O (E)-3-(2-chlorophenyl)-N'-((E)-3-(2-chlorophenyl)acryloyl)acrylohydrazide